Methyl (2S,3R,4S)-1-acetyl-2-ethyl-4-(4-(4-methoxyphenyl)-1H-1,2,3-triazol-1-yl)-3-methyl-1,2,3,4-tetrahydroquinoline-6-carboxylate C(C)(=O)N1[C@H]([C@H]([C@@H](C2=CC(=CC=C12)C(=O)OC)N1N=NC(=C1)C1=CC=C(C=C1)OC)C)CC